B(O)(O)CCC=1C(=C(C(=O)O)C(=CC1)OC1CN(C1)C([C@H](N)CNC(N)=O)=O)O 3-(2-boronoethyl)-6-({1-[3-(carbamoylamino)-D-alanyl]azetidin-3-yl}oxy)-2-hydroxybenzoic acid